C(#N)C=1C(=NC(=C(C1CC)C#N)N1C[C@H](CC1)O)S[C@@H](C(=O)N)C1=CC=CC=C1 (R)-2-((3,5-dicyano-4-ethyl-6-((S)-3-hydroxypyrrolidin-1-yl)pyridin-2-yl)thio)-2-phenylacetamide